C(C)OC1=CC=C(C=C1)C1=CC=2C(=NC(=CC2)N)N1 2-(4-ethoxyphenyl)-1H-pyrrolo[2,3-b]pyridin-6-amine